1-(2-phenoxypyridin-4-yl)cyclopropanecarboximidamide O(C1=CC=CC=C1)C1=NC=CC(=C1)C1(CC1)C(N)=N